N[C@@H](C(=O)OC)[C@H]1CN2CCC1CC2 methyl (2R)-2-amino-2-[(3R)-quinuclidin-3-yl]acetate